BrC=1C=NN(C1)[C@@H](CCO)C (3R)-3-(4-bromopyrazol-1-yl)butan-1-ol